CC1(CCC(CC1)=O)C(=O)O 1-methyl-4-oxo-cyclohexanecarboxylic acid